Ethyl 5-Cyano-3,6-diphenylpicolinate C(#N)C=1C=C(C(=NC1C1=CC=CC=C1)C(=O)OCC)C1=CC=CC=C1